C(C)(C)OC=1C(=CC=2C(N1)=NN(C2)C2COCCC2)C(=O)O 6-isopropoxy-2-(tetrahydro-2H-pyran-3-yl)-2H-pyrazolo[3,4-b]Pyridine-5-carboxylic acid